COC1=CC(=CC2=C1C=CC(O2)=O)OC 5,7-dimethoxy-2H-1-benzopyran-2-one